bis-butane-1,4-diol terephthalate C(C1=CC=C(C(=O)O)C=C1)(=O)O.C(CCCO)O.C(CCCO)O